N-(1,1,1-trifluoropropan-2-yl)-4-(2,3-dihydro-2-oxo-1H-imidazo[4,5-b]pyridin-7-yl)piperazine-1-carboxamide FC(C(C)NC(=O)N1CCN(CC1)C1=C2C(=NC=C1)NC(N2)=O)(F)F